C(#N)C1(CC1)C1=CC=CC(=N1)C(=O)NC=1C=NN(C1)CC1CCC1 6-(1-Cyanocyclopropyl)-N-(1-(cyclobutylmethyl)-pyrazol-4-yl)picolinamide